N-(5-(3-(2,6-dichloro-3,5-dimethoxyphenyl)-1-oxo-1H-pyrano[4,3-c]pyridin-7-yl)-1-(2-methoxyethyl)-1H-pyrazol-4-yl)acrylamide ClC1=C(C(=C(C=C1OC)OC)Cl)C1=CC=2C=NC(=CC2C(O1)=O)C1=C(C=NN1CCOC)NC(C=C)=O